trizinc dicitrate C(CC(O)(C(=O)[O-])CC(=O)[O-])(=O)[O-].C(CC(O)(C(=O)[O-])CC(=O)[O-])(=O)[O-].[Zn+2].[Zn+2].[Zn+2]